5-(3'-chloro-5-fluoro-2-hydroxy-4'-(3-methyl-2-oxo-2,3-dihydro-1H-imidazol-1-yl)-[1,1'-biphenyl]-3-yl)-3-(4-(1-methoxy-2-methylpropan-2-yl)piperazin-1-yl)-1-methylpyridin-2(1H)-one ClC=1C=C(C=CC1N1C(N(C=C1)C)=O)C1=C(C(=CC(=C1)F)C=1C=C(C(N(C1)C)=O)N1CCN(CC1)C(COC)(C)C)O